3-[4-(8-amino-3-methyl-5-{[(piperidin-4-yl)amino]methyl}imidazo[1,5-a]pyrazin-1-yl)naphthalen-1-yl]-1-[3-(trifluoromethyl)phenyl]urea NC=1C=2N(C(=CN1)CNC1CCNCC1)C(=NC2C2=CC=C(C1=CC=CC=C21)NC(NC2=CC(=CC=C2)C(F)(F)F)=O)C